C(CCCCCCCCCCCCCCCCC)OC(C(C)C1=CC(=C(C(=C1)C(C)(C)C)O)C(C)(C)C)=O [3,5-di-tert-butyl-4-hydroxyphenyl]propionic acid n-octadecyl ester